1-(9-chloro-5,6,8,9,10,11-hexahydro-7H-5,9:7,11-dimethanobenzo[9]annulen-7-yl)-3-(1-(2,2,2-trifluoroacetyl)piperidin-4-yl)urea ClC12CC3(CC(C4=C(C(C1)C3)C=CC=C4)C2)NC(=O)NC2CCN(CC2)C(C(F)(F)F)=O